(4S)-2-(3-fluoropropyl)isoxazolidin FCCCN1OCCC1